3-(6-chloro-8-(6-fluoro-2-(((tetrahydro-2H-pyran-2-yl)oxy)methyl)thieno[3,2-b]pyridin-7-yl)-3,4-dihydroquinolin-1(2H)-yl)pyrrolidine-1-carboxylate ClC=1C=C2CCCN(C2=C(C1)C1=C2C(=NC=C1F)C=C(S2)COC2OCCCC2)C2CN(CC2)C(=O)[O-]